2-allylthio-1-(pyridin-4-yl)ethan-1-one C(C=C)SCC(=O)C1=CC=NC=C1